FC1=C2NC(C=3N(C2=CC=C1CN1CCN(CC1)C=1C(=NC(=CC1)C(NC)=O)F)N=C(C3Cl)C)=O 6-fluoro-7-((4-(2-fluoro-6-(methylcarbamoyl)pyridin-3-yl)piperazin-1-yl)methyl)-2-methyl-3-chloropyrazolo[1,5-a]quinoxalin-4(5H)-one